OCC=1N=C(SC1)C1=NN=C(O1)CC(C(=O)[O-])(C)C 3-(5-(4-(hydroxymethyl) thiazol-2-yl)-1,3,4-oxadiazol-2-yl)-2,2-dimethylpropanoate